r-cumene C1(=CC=CC=C1)C(C)C